N-[(1R,5S,8S)-3-azabicyclo[3.2.1]Oct-8-yl]Carbamic acid tert-butyl ester C(C)(C)(C)OC(NC1[C@H]2CNC[C@@H]1CC2)=O